(R)-N-(3-(1-((2-amino-5-(1-cyclopropyl-1H-pyrazol-4-yl)pyridin-3-yl)oxy)ethyl)phenyl)-3-(dimethyl-amino)benzamide NC1=NC=C(C=C1O[C@H](C)C=1C=C(C=CC1)NC(C1=CC(=CC=C1)N(C)C)=O)C=1C=NN(C1)C1CC1